(7R,14R)-11-(1,1-difluoroethoxy)-6-(methyl-d3)-1-(prop-1-yn-1-yl)-6,7-dihydro-7,14-methanobenzo[f]benzo[4,5]imidazo[1,2-a][1,4]diazocin-5(14H)-one FC(C)(OC1=CC2=C(N=C3N2[C@H]2C4=C(C(N([C@@H]3C2)C([2H])([2H])[2H])=O)C=CC=C4C#CC)C=C1)F